2,4-diaminobenzene sodium [Na].NC1=CC=CC(=C1)N